C1(CC1)SC(CSCC(C)SC1CC1)C bis(β-cyclopropylthiopropyl) sulfide